C(OCCC)C(C)(C)COCCC 2,2-bis(2-oxapent-yl)propane